azobis-(2-amidinopropane) dihydrochloride Cl.Cl.N(=NCC(C)C(N)=N)CC(C)C(N)=N